ClC1=C(C(=CC=C1)Cl)CN 1-(2,6-dichlorophenyl)methylamine